6-(4-(6-methoxypyridin-3-yl)phenoxy)-4-methylpyridin-3-amine COC1=CC=C(C=N1)C1=CC=C(OC2=CC(=C(C=N2)N)C)C=C1